Cl.N[C@@H](CC(=O)OCC)C=1C=C(C=C(C1F)C)C1=C(C=C(C=C1C)F)C ethyl (S)-3-amino-3-(4,4'-difluoro-2',5,6'-trimethyl-[1,1'-biphenyl]-3-yl)propanoate hydrochloride